1,8-bisdimethylaminonaphthalene Methyl-4-[1-(4-fluorophenyl)-2-isopropyl-4-(methoxymethoxy)pyrrolo[2,3-c]pyridin-3-yl]benzoate COC(C1=CC=C(C=C1)C1=C(N(C2=CN=CC(=C21)OCOC)C2=CC=C(C=C2)F)C(C)C)=O.CN(C2=CC=CC1=CC=CC(=C21)N(C)C)C